Ethyl 3-(bicyclo[1.1.1]pentan-1-yl)-1-((3,3-difluoro-1-methylcyclobutyl)methyl)-4-(difluoromethyl)-1H-pyrazole-5-carboxylate C12(CC(C1)C2)C2=NN(C(=C2C(F)F)C(=O)OCC)CC2(CC(C2)(F)F)C